BrCC(=O)NCCC(=O)ON1C(CCC1=O)=O succinimidyl 3-(bromoacetamido)propionate